N1C(=NC2=C1C=CC=C2)CNC2=NN(C1=NC(=CN=C12)C1CC1)[C@H]1CCN(CCC1)C |o1:23| (+)-N-[(1H-benzimidazol-2-yl)methyl]-6-cyclopropyl-1-[(4R*)-1-methylazepan-4-yl]-1H-pyrazolo[3,4-b]pyrazin-3-amine